tert-Butyl 4-[4-(4-amino-2-chloro-benzoyl)piperazine-1-carbonyl]piperidine-1-carboxylate NC1=CC(=C(C(=O)N2CCN(CC2)C(=O)C2CCN(CC2)C(=O)OC(C)(C)C)C=C1)Cl